CC1(C)CC(CC(C)=C1\C=C\C(\C)=C\C=C\C(\C)=C\C=C\C=C(/C)\C=C\C=C(/C)\C=C\C1=C(C)CCC(C1(C)C)O)O β,β-Carotene-2,3-diol